tetraiodoterephthalic acid IC1=C(C(=C(C(=C1C(=O)O)I)I)C(=O)O)I